6-(3-(5-chloropyridin-3-yl)-1,2,4-oxadiazol-5-yl)-2-((2-(pyridin-3-yl)thiazol-5-yl)methyl)pyridazin-3(2H)-one ClC=1C=C(C=NC1)C1=NOC(=N1)C=1C=CC(N(N1)CC1=CN=C(S1)C=1C=NC=CC1)=O